4-chloro-5-methyl-1H-pyrrolo[2,3-b]Pyridine ClC1=C2C(=NC=C1C)NC=C2